C(C1=CC=CC=C1)NC1=CC=2CC3=CC=C(C=C3C2C=C1)N(C1=C(C=C(C=C1)C)C)C 2-benzylamino-6-(N-methyl-2,4-dimethylanilino)fluorene